C[C@@H]1CCC=C2C=C[C@H](C[C@@]12C)C(=C)C (4R,4aS,6S)-4,4a-dimethyl-6-prop-1-en-2-yl-3,4,5,6-tetrahydronaphthalen